C(C)OC(=O)C1(CC2=CC=C(C=C2C(C1)C(NC1=CC=CC=C1)=O)C)C(=O)OCC 6-methyl-4-(phenylcarbamoyl)-3,4-dihydronaphthalene-2,2(1H)-dicarboxylic acid diethyl ester